[B].[Si].[Ni] Nickel-Silicon-Boron